2-(1-(tert-butyl)-3-phenyl-1H-pyrazol-4-yl)isoindole-1,3-dione C(C)(C)(C)N1N=C(C(=C1)N1C(C2=CC=CC=C2C1=O)=O)C1=CC=CC=C1